(S)-1-(3-FLUOROAZETIDIN-1-YL)-5-(4-FLUOROPHENYL)PENTAN-3-AMINE FC1CN(C1)CC[C@H](CCC1=CC=C(C=C1)F)N